(2S,2'S)-3,3'-(1-phenethyl-1H-benzo[d]imidazole-2,5-diyl)bis(2-((R)-pyrrolidin-3-yl)propanoic acid) trihydrochloride Cl.Cl.Cl.C(CC1=CC=CC=C1)N1C(=NC2=C1C=CC(=C2)C[C@H](C(=O)O)[C@@H]2CNCC2)C[C@H](C(=O)O)[C@@H]2CNCC2